C(C)(=O)C1=NC=C(C(=C1)N1C(C=C(C=C1C)OC([2H])C1=NC=C(C=C1F)F)=O)C 2'-acetyl-4-((3,5-difluoropyridin-2-yl)methoxy-d)-5',6-dimethyl-2H-[1,4'-bipyridin]-2-one